NC(CNC(=O)[C@@H]1CC[C@H](CC1)C(F)(F)C1=CC(=NC(=C1)N1CCN(CC1)S(=O)(=O)C1=CC=C(C=C1)N1C(C[C@H](C1)N)=O)Cl)CO trans-N-(2-amino-3-hydroxy-propyl)-4-[[2-chloro-6-[4-[4-[(4R)-4-amino-2-oxo-pyrrolidin-1-yl]phenyl]sulfonylpiperazin-1-yl]-4-pyridinyl]-difluoro-methyl]cyclohexanecarboxamide